COC1=CC=C(C=C1)C(C(=C)C1=CC=CC=C1)=NC1=CC=CC=C1 1-(4-methoxyphenyl)-N,2-diphenylprop-2-en-1-imine